S1C=NC2=C1C=C(C=C2)N2N=C1C(=C(C2=O)C2=CC=C(C=C2)Br)N=C(C=C1)OCC(F)F 2-(benzo[d]thiazol-6-yl)-4-(4-bromophenyl)-6-(2,2-difluoroethoxy)pyrido[3,2-c]pyridazin-3(2H)-one